C(C(=C)C)(=O)OCC(OCC(OCC(C)OC(C=C)=O)C)C tripropylene glycol monoacrylate monomethacrylate